C1(=CC=CC=C1)C1C2=C(C=3C=C(N=CC3C1)N)C=CC=C2 5,6-DIHYDRO-6-PHENYLBENZO[F]ISOCHINOLIN-2-AMINE